3-(1-benzhydrylazetidin-3-yl)-5-(2,4-dichlorophenyl)-1,2,4-oxadiazole C(C1=CC=CC=C1)(C1=CC=CC=C1)N1CC(C1)C1=NOC(=N1)C1=C(C=C(C=C1)Cl)Cl